Cl.NC(C(=O)N1CCN(CC1)C(=O)NC1=NC(N(C=C1)C1=CC=C(C=C1)CCN(C)[C@@H]1CC[C@@H](CC1)N)=O)(C)C 4-(2-Amino-2-methylpropanoyl)-N-(1-(4-(2-((cis-4-aminocyclohexyl)(methyl)amino)ethyl)phenyl)-2-oxo-1,2-dihydropyrimidin-4-yl)piperazine-1-carboxamide hydrochloride salt